(S)-3,3,3-Trifluoro-N1-((1-((2-(trimethylsilyl)ethoxy)methyl)-1H-benzo[d]imidazol-5-yl)methyl)propane-1,2-diamine FC([C@H](CNCC1=CC2=C(N(C=N2)COCC[Si](C)(C)C)C=C1)N)(F)F